N[C@H](C(=O)O)CCCC(=O)O L-2-aminoadipic acid